(1-benzyl-pyrrolidine-3-yl)-2,2-diphenylacetonitrile C(C1=CC=CC=C1)N1CC(CC1)C(C#N)(C1=CC=CC=C1)C1=CC=CC=C1